2-(2-chloroethoxy)-5-(2-(4-hydroxyphenyl)propan-2-yl)isophthalonitrile ClCCOC1=C(C#N)C=C(C=C1C#N)C(C)(C)C1=CC=C(C=C1)O